N=1C=CN2C1C=C(C=C2)N2CCN(CC2)C(=O)OC(C)(C)C tert-butyl 4-(imidazo[1,2-a]pyridin-7-yl)-piperazine-1-carboxylate